BrC1=CC(=NC(=C1)C)C 4-Bromo-2,6-dimethylpyridine